CC(C(=O)OC1=C(C=C(C=C1)C=O)OC)C 4-formyl-2-methoxy-phenyl 2-methylpropanoate